C(C)(C)(C)OC(=O)N[C@H](C(=O)OCC1=CC=CC=C1)CC1=CC(=C(C=C1)OC(F)(F)F)F (S)-benzyl 2-((tert-butoxycarbonyl)amino)-3-(3-fluoro-4-(trifluoromethoxy)phenyl)propanoate